N,7-dimethyl-4-(4-((3-(4-methylpyridin-3-yl)propyl)amino)piperidin-1-yl)thieno[3,2-d]pyrimidin-2-amine CNC=1N=C(C2=C(N1)C(=CS2)C)N2CCC(CC2)NCCCC=2C=NC=CC2C